FC=1C(=NC=CC1)SC=1C=2N(C=C(C1)C=1C=NN(C1C)C1CCN(CC1)[C@H](CO)C)N=CC2C#N (S)-4-((3-fluoropyridin-2-yl)thio)-6-(1-(1-(1-hydroxypropan-2-yl)piperidin-4-yl)-5-methyl-1H-pyrazol-4-yl)pyrazolo[1,5-a]pyridine-3-carbonitrile